4-((3-(4-methoxy-phenyl)imidazo[1,2-a]pyrazin-8-yl)amino)-2-methyl-N-(2-(2-(methyl-amino)ethoxy)ethyl)benzamide COC1=CC=C(C=C1)C1=CN=C2N1C=CN=C2NC2=CC(=C(C(=O)NCCOCCNC)C=C2)C